ClC1=CC=C(C=C1)[C@@H]1N(C(CC2=CC(=C(C=C12)OC(C)C)OC)=O)C1=CC=C(C=C1)N(CC1CCC(CC1)N1CC(N(CC1)C)=O)C (1S)-1-(4-chlorophenyl)-6-methoxy-2-[4-[methyl-[[4-(4-methyl-3-oxopiperazin-1-yl)cyclohexyl]methyl]amino]phenyl]-7-propan-2-yloxy-1,4-dihydroisoquinolin-3-one